methyl 3-(2-oxopropyl)-1H-indole-5-carboxylate O=C(CC1=CNC2=CC=C(C=C12)C(=O)OC)C